(2S)-tert-butyl 2-((tert-butoxycarbonyl)amino)-4-(3-(2'-chloro-[1,1'-biphenyl]-4-yl)-4,4,4-trifluorobutylsulfonimidoyl)butanoate C(C)(C)(C)OC(=O)N[C@H](C(=O)OC(C)(C)C)CCS(=O)(=N)CCC(C(F)(F)F)C1=CC=C(C=C1)C1=C(C=CC=C1)Cl